5-methyl-m-cumenylbutyryl(methyl)carbamate CC=1C=C(C=C(C1)C(C)C)CCCC(=O)N(C([O-])=O)C